ethyl 2-phenylsulfonyl-5-(1-tetrahydropyrrolyl)-2,4-pentadienoate C1(=CC=CC=C1)S(=O)(=O)C(C(=O)OCC)=CC=CN1CCCC1